(7-methyl-1,3-benzothiazol-2-yl)methyl (4-nitrophenyl) carbonate C(OCC=1SC2=C(N1)C=CC=C2C)(OC2=CC=C(C=C2)[N+](=O)[O-])=O